2-[(6-methoxy-2-methyl-1,2,3,4-tetrahydroisoquinolin-7-yl)amino]-4-{[2-(2,2,2-trifluoroethyl)-1,2,3,4-tetrahydroisoquinolin-5-yl]amino}pyrimidine-5-carboxamide COC=1C=C2CCN(CC2=CC1NC1=NC=C(C(=N1)NC1=C2CCN(CC2=CC=C1)CC(F)(F)F)C(=O)N)C